N-(3-chloro-4-fluorophenyl)-4-(5-(4,4-difluoro-3-hydroxybut-1-yn-1-yl)-5-hydroxyoctahydropentalen-2-yl)-1-methyl-1H-imidazole-5-carboxamide ClC=1C=C(C=CC1F)NC(=O)C1=C(N=CN1C)C1CC2CC(CC2C1)(O)C#CC(C(F)F)O